(R)-ethyl 2-(2-((7-(3-(1-aminoethyl)phenyl)benzofuran-5-yl)methoxy)phenyl)acetate N[C@H](C)C=1C=C(C=CC1)C1=CC(=CC=2C=COC21)COC2=C(C=CC=C2)CC(=O)OCC